COC1=C(CO)C=CC(=C1)OCC1CC(C(C(C1)OCCCCCCCCCCCCCCCCCC)OCCCCCCCCCCCCCCCCCC)OCCCCCCCCCCCCCCCCCC 2-Methoxy-4-[3',4',5'-tris(octadecyloxy)cyclohexylmethoxy]benzyl alcohol